tert-butyl 4-methyl-3,6-dihydro-2H-pyridine-1-carboxylate CC=1CCN(CC1)C(=O)OC(C)(C)C